thiazolo[5,4-b]pyridine-6-carboxamide N1=CSC2=NC=C(C=C21)C(=O)N